C(CCC\C=C/C=C/CCCC)O (Z,E)-5,7-dodecadien-1-ol